2-(4-(tert-butyl)phenyl)-1-methyl-1H-pyrrolo[2,3-b]pyridine C(C)(C)(C)C1=CC=C(C=C1)C1=CC=2C(=NC=CC2)N1C